O=C1N(CC2=CC(=CC=C12)O[C@H]1[C@H](CCCC1)NCC=1C=NC=CC1)C1C(NC(CC1)=O)=O 3-(1-oxo-5-(((1R,2S)-2-((pyridin-3-ylmethyl)amino)cyclohexyl)oxy)isoindolin-2-yl)piperidine-2,6-dione